1-(5-bromo-3-fluorothiophen-2-yl)ethane-1-one BrC1=CC(=C(S1)C(C)=O)F